CS(=O)(=O)CCN1CCN(CC1)C(=O)OC1=CC=C2C=CC=NC2=C1 quinolin-7-yl 4-(2-methanesulfonylethyl)piperazine-1-carboxylate